(E)-4-(tert-Butoxycarbonylamino)-2-fluorobut-2-enoic acid C(C)(C)(C)OC(=O)NC/C=C(\C(=O)O)/F